CC=1SC(=CC1B(O)O)C 2,5-DIMETHYLTHIOPHENE-3-BORONIC ACID